C(C)(C)(C)OC(NCCCCN(S(=O)(=O)C1=CC=C(C=C1)[N+](=O)[O-])[C@@H]1CCCC=2C=CC=NC12)=O (R)-tert-butyl-4-(4-nitro-N-(5,6,7,8-tetrahydroquinolin-8-yl)phenylsulfonamido)butylcarbamate